(1S,5R)-(6,6-dimethylbicyclo[3.1.1]hept-2-en-2-yl)pent-4-en-1-one CC1([C@@H]2CC=C([C@H]1C2)C(CCC=C)=O)C